2-([5-(4-Chlorophenyl)-1-[(2-chlorophenyl)methyl]1H-pyrazol-3-yl]methoxy)-2-methyl-propanamide Ethyl-p-toluate C(C)OC(=O)C1=CC=C(C=C1)C.ClC1=CC=C(C=C1)C1=CC(=NN1CC1=C(C=CC=C1)Cl)COC(C(=O)N)(C)C